C1(=CC=CC=C1)C1=CC=CC(=N1)C[C@@H]1N(CCC[C@@H]1NS(=O)(=O)C=C)C(=O)OC(C)C isopropyl cis-2-((6-phenylpyridin-2-yl)methyl)-3-((vinylsulfonyl)amino)piperidine-1-carboxylate